1-tert-butyl-4-[(phenylethynyl)sulfonyl]benzene C(C)(C)(C)C1=CC=C(C=C1)S(=O)(=O)C#CC1=CC=CC=C1